4-[4-(2-hydroxyethoxy)phenyl]-2-[(4-methoxyphenyl)methylthio]pyridine-3,5-dicarbonitrile OCCOC1=CC=C(C=C1)C1=C(C(=NC=C1C#N)SCC1=CC=C(C=C1)OC)C#N